N-(4-Chloro-3-cyano-1H-indol-7-yl)-1-(2-hydroxy-1,1-dimethylethyl)pyrazol-4-sulfonamid ClC1=C2C(=CNC2=C(C=C1)NS(=O)(=O)C=1C=NN(C1)C(CO)(C)C)C#N